ClC1=C(C=CC(=C1)F)CC(=O)NC1=CC(=NC=C1)N(C(C)=O)C1=C(C=CC=C1)Cl N-{4-[2-(2-chloro-4-fluorophenyl)acetylamino]pyridin-2-yl}-N-(2-chlorophenyl)acetamide